COCC1=NC=2N(C(N(C(C2N1)=O)C)=O)CC(C)C 8-(methoxymethyl)-1-methyl-3-(2-methylpropyl)-7H-purine-2,6-dione